(S)-3-(4-fluoro-2',6'-dimethylbiphenyl-3-yl)-3-(3-(4-hydroxy-1,6-dimethyl-2-oxo-1,2-dihydropyridin-3-yl)ureido)propanoic acid FC1=C(C=C(C=C1)C1=C(C=CC=C1C)C)[C@H](CC(=O)O)NC(=O)NC=1C(N(C(=CC1O)C)C)=O